tert-Butyl 2-ethyl-4-oxo-3,5,7,8-tetrahydropyrido[4,3-d]pyrimidine-6(4H)-carboxylate C(C)C=1NC(C2=C(N1)CCN(C2)C(=O)OC(C)(C)C)=O